ClC1=C(C(=O)O)C=CC=C1C#CC1=C(C=C(C=C1)OCC=1C(=NOC1C1CC1)C1=C(C=CC=C1Cl)Cl)Cl 2-chloro-3-((2-chloro-4-((5-cyclopropyl-3-(2,6-dichlorophenyl)isoxazol-4-yl)methoxy)Phenyl)ethynyl)benzoic acid